BrC=1C(=CC(N(C1)C)=O)C1=C(C=C(C=C1)F)Cl 5-bromo-4-(2-chloro-4-fluorophenyl)-1-methyl-2(1H)-pyridone